FC1=CC=C(C=C1)OCC#C 1-fluoro-4-(prop-2-yn-1-yloxy)benzene